8-((1R,2R)-2-hydroxy-2-methyl-cyclopentyl)-6-iodo-pyrido[2,3-d]Pyrimidine-7(8H)-one O[C@]1([C@@H](CCC1)N1C(C(=CC2=C1N=CN=C2)I)=O)C